CN(C([S-])=S)C di-methyl-dithiocarbamat